tert-butyl 2-oxopyrrolidine-1-carboxylate O=C1N(CCC1)C(=O)OC(C)(C)C